ClC1=NC(=CC(=N1)N1C[C@H](CC1)O)C1=CC(=C(C=C1)N1CCOCC1)F (S)-1-(2-chloro-6-(3-fluoro-4-morpholinophenyl)pyrimidin-4-yl)pyrrolidin-3-ol